N-(cis-1-(cyclopropylcarbonyl)-2-(((cis-4-(2-(trifluoromethoxy)phenyl)-cyclohexyl)oxy)methyl)piperidin-3-yl)methanesulfonamide C1(CC1)C(=O)N1[C@H]([C@H](CCC1)NS(=O)(=O)C)CO[C@@H]1CC[C@@H](CC1)C1=C(C=CC=C1)OC(F)(F)F